2'-O-methoxyethyl-guanosine COCCO[C@H]1[C@@H](O[C@@H]([C@H]1O)CO)N1C=NC=2C(=O)NC(N)=NC12